1-[(2S,5S)-2,3-dihydro-2,5-methano-1,4-benzoxazepin-4(5H)-yl]-2,2-dimethylbutan-1-one O1[C@@H]2CN([C@H](C3=C1C=CC=C3)C2)C(C(CC)(C)C)=O